thieno[2',3':5,6]pyrido[3,4-g]thieno[3,2-c]-isoquinoline-5,11(4H,10H)-dione S1C=CC=2NC(C=3C=C4C(=CC3C21)C(NC2=C4SC=C2)=O)=O